ethyl 3-(1-benzyl-4-cyanopiperidin-4-yl)-6-(2-ethoxyphenyl)picolinate C(C1=CC=CC=C1)N1CCC(CC1)(C#N)C=1C(=NC(=CC1)C1=C(C=CC=C1)OCC)C(=O)OCC